4-(2-cyano-5-isobutyl-3-methylphenyl)piperazine-1-carboxylic acid tert-butyl ester C(C)(C)(C)OC(=O)N1CCN(CC1)C1=C(C(=CC(=C1)CC(C)C)C)C#N